3-(2-hydroxyethyl)-11,11-dimethyl-10,12,14-trioxa-3-aza-11-silatriacontan-1-ol OCCN(CCO)CCCCCCO[Si](OCOCCCCCCCCCCCCCCCC)(C)C